C1(CC1)C(=O)NC1=CC(=C(N=N1)C(=O)NC([2H])([2H])[2H])NC1=C(C(=CC(=C1)F)C1=NN(C=N1)C)OC 6-(Cyclopropanecarboxamido)-4-((5-fluoro-2-methoxy-3-(1-methyl-1H-1,2,4-triazol-3-yl)phenyl)Amino)-N-(methyl-d3)pyridazine-3-carboxamide